ClC=1C=C(C(=O)OC)C(=CN1)CC#N methyl 2-chloro-5-(cyanomethyl)isonicotinate